N-(4'-((2-(1,1-difluoroethyl)-6-methylpyrimidin-4-yl)amino)-5-(dimethylamino)-[2,3'-bipyridin]-6'-yl)acetamide FC(C)(F)C1=NC(=CC(=N1)NC1=C(C=NC(=C1)NC(C)=O)C1=NC=C(C=C1)N(C)C)C